NC1=NN2C(S1)=NC(=C2)C(=O)OCC ethyl 2-aminoimidazo[2,1-b][1,3,4]thiadiazole-6-carboxylate